2-methyl-4-(5-methyl-2-piperidyl)Phenol CC1=C(C=CC(=C1)C1NCC(CC1)C)O